(5S)-8,9-dichloro-7-(2-fluoro-5-hydroxy-phenyl)-5-methyl-5H-pyrimido[1,2-a][1,4]benzodiazepin-3-one ClC1=C(C=CC2=C1C(=N[C@H](C=1N2C=CC(N1)=O)C)C1=C(C=CC(=C1)O)F)Cl